BrC1=C2C(=CN(C2=CC=C1)C(=O)OC(C)(C)C)CO tert-Butyl 4-bromo-3-(hydroxymethyl)-1H-indole-1-carboxylate